(S)-2-((6-phenylpyrimidin-4-yl)amino)-4-((2-(pyridin-2-yloxy)ethyl)(4-(5,6,7,8-tetrahydro-1,8-naphthyridin-2-yl)butyl)amino)butanoic acid C1(=CC=CC=C1)C1=CC(=NC=N1)N[C@H](C(=O)O)CCN(CCCCC1=NC=2NCCCC2C=C1)CCOC1=NC=CC=C1